C1(C=2C(C(N1C(C(=O)OO)CCCC)=O)=CC=CC2)=O phthalimidoperoxyhex-anoic acid